tert-butyl (N-(1-(6,7-dimethoxyquinolin-4-yl)piperidin-4-yl)sulfamoyl)carbamate COC=1C=C2C(=CC=NC2=CC1OC)N1CCC(CC1)NS(=O)(=O)NC(OC(C)(C)C)=O